(2S,3S)-3-(4-(4-(1-(pent-3-yl)-1H-pyrazol-4-yl)pyrazolo[1,5-a]pyrazin-6-yl)-1H-pyrazol-1-yl)butan-2-ol CCC(CC)N1N=CC(=C1)C=1C=2N(C=C(N1)C=1C=NN(C1)[C@H]([C@H](C)O)C)N=CC2